3-amino-3-[(3-hydroxy-1-oxo-1-propoxypropan-2-yl)carbamoyl]propionic acid NC(CC(=O)O)C(NC(C(OCCC)=O)CO)=O